(4R)-N-[8-(3,5-dichlorophenyl)-4-(dimethylamino)-1,5-naphthyridin-3-yl]chromane-4-carboxamide ClC=1C=C(C=C(C1)Cl)C=1C=CN=C2C(=C(C=NC12)NC(=O)[C@@H]1CCOC2=CC=CC=C12)N(C)C